N-butyryl-phenylalanine C(CCC)(=O)N[C@@H](CC1=CC=CC=C1)C(=O)O